3a,4,5,6,7,8,9,9a-octahydro-1H-benzo[f]isoindole-1,3(2H)-dione C1(NC(C2CC3=C(CC12)CCCC3)=O)=O